diethyleneglycol diethyl ether C(C)OCCOCCOCC